C[C@@H]1N(CC1)C=1N=C(C2=C(N1)CCC2)C=2C=C1C=NNC1=CC2 (S)-5-(2-(2-methylazetidin-1-yl)-6,7-dihydro-5H-cyclopenta[d]pyrimidin-4-yl)-1H-indazole